NC1(CCN(CC1)C(=O)C=1OC(=CC1)SC1=CC(=CC=C1)OC)C (4-amino-4-methylpiperidin-1-yl)(5-((3-methoxyphenyl)thio)furan-2-yl)methanone